3-(2-chloro-3-(3-((1-methyl-1H-pyrazol-3-yl)methyl)-2-oxo-2,3-dihydrobenzo[d]oxazol-6-yl)phenyl)piperidine-2,6-dione ClC1=C(C=CC=C1C1=CC2=C(N(C(O2)=O)CC2=NN(C=C2)C)C=C1)C1C(NC(CC1)=O)=O